(R)-4-(3-(4-amino-3-(4-phenoxyphenyl)-1H-pyrazolo[3,4-d]pyrimidin-1-yl)piperidin-1-yl)-4-oxobutanoic acid NC1=C2C(=NC=N1)N(N=C2C2=CC=C(C=C2)OC2=CC=CC=C2)[C@H]2CN(CCC2)C(CCC(=O)O)=O